7-((6,7-Dihydro-5H-cyclopenta[b]pyridin-2-yl)oxy)-2-azaspiro[3.5]nonan N1=C2C(=CC=C1OC1CCC3(CNC3)CC1)CCC2